5-(7-methoxy-2-methylquinolin-6-yl-oxazol-2-yl)-1-(oxazol-2-yl)heptan-1-one COC1=C(C=C2C=CC(=NC2=C1)C)C=1N=C(OC1)C(CCCC(=O)C=1OC=CN1)CC